C(C)(C)(C)OC(=O)N1CCC(CC1)N(S(=O)(=O)C1=C(C=CC=C1)OC)C1=C(N=C(S1)NC(CCCCC)=O)C 4-((2-hexanamido-4-methylthiazol-5-yl)-2-methoxyphenylsulphonamido)piperidine-1-carboxylic acid tert-butyl ester